[Si].C(C)(C)(C)[Si](C)(C)OCCCI t-butyl-(3-iodopropoxy)dimethylsilane Silicon